2-chloro-1'-(8-iodoimidazo[1,2-c]pyrimidin-5-yl)-4,6-dihydrospiro[cyclopenta[d]thiazol-5,4'-piperidin]-4-amine ClC=1SC2=C(N1)C(C1(CCN(CC1)C1=NC=C(C=3N1C=CN3)I)C2)N